(R)-6-(6-cyclopropylpyridin-3-yl)-8-(pyridin-3-yl)-3-(3,3,3-trifluoro-2-hydroxypropyl)pyrido[3,4-d]pyrimidin-4(3H)-one C1(CC1)C1=CC=C(C=N1)C1=CC2=C(N=CN(C2=O)C[C@H](C(F)(F)F)O)C(=N1)C=1C=NC=CC1